9-[3-(9-(4'-phenyl-1,1'-biphenyl-3-yl)-9H-carbazol-2-yl)phenyl]-9H-carbazole C1(=CC=CC=C1)C1=CC=C(C=C1)C1=CC(=CC=C1)N1C2=CC=CC=C2C=2C=CC(=CC12)C=1C=C(C=CC1)N1C2=CC=CC=C2C=2C=CC=CC12